N-[7-bromo-4-(2-chloro-5-fluorophenoxy)-3-(1,3-dioxoisoindol-2-yl)-1-methylindazol-5-yl]-3-fluoro-5-(trifluoromethyl)benzamide BrC=1C=C(C(=C2C(=NN(C12)C)N1C(C2=CC=CC=C2C1=O)=O)OC1=C(C=CC(=C1)F)Cl)NC(C1=CC(=CC(=C1)C(F)(F)F)F)=O